1,2,2-trifluoroethyl-triphenylsilane FC(C(F)F)[Si](C1=CC=CC=C1)(C1=CC=CC=C1)C1=CC=CC=C1